1-(5-aminopentyl)pyrrole-2,5-dione NCCCCCN1C(C=CC1=O)=O